CC1=NC=2N(C(=C1CC1=CC=C(C=C1)SC)O)C=CN2 7-methyl-6-(4-(methylthio)benzyl)imidazo[1,2-a]pyrimidin-5-ol